ClC=1C=C(C=CC1N1C(N(CC1)C)=O)C1=C(C(=CC=C1)C1=CC(=NC(=C1)N1CCNCC1)C1CC1)O 1-(3-chloro-3'-(2-cyclopropyl-6-(piperazin-1-yl)pyridin-4-yl)-2'-hydroxy-[1,1'-biphenyl]-4-yl)-3-methylimidazolidin-2-one